(Z)-2-(1-(4-(2-(4-Chlorophenoxy)ethyl)benzylidene)-5-fluoro-2-methyl-1H-inden-3-yl)acetic acid ClC1=CC=C(OCCC2=CC=C(\C=C/3\C(=C(C4=CC(=CC=C34)F)CC(=O)O)C)C=C2)C=C1